CC1(CC2(C3=CC=C(C=C13)O)CC(C1=CC=C(C=C12)O)(C)C)C 3,3,3',3'-tetramethyl-2,2',3,3'-tetrahydro-1,1'-spirobi[indene]-5,6'-diol